O=C1OC2=C(C=CC=C2C=C1)C(=O)N 2-oxo-2H-chromen-8-amide